O1N=C(C2=C1C=CC=C2)NS(=O)(=O)C2=C(C=C(C=C2)Cl)Cl N-(benzo[d]isoxazol-3-yl)-2,4-dichlorobenzene-sulfonamide